N-cyclopropyl-6-(3-(2-hydroxybutyl)ureido)-2,3-diphenylquinoline-4-carboxamide C1(CC1)NC(=O)C1=C(C(=NC2=CC=C(C=C12)NC(=O)NCC(CC)O)C1=CC=CC=C1)C1=CC=CC=C1